1-(2-((4-amino-2H-pyrazolo[3,4-d]pyrimidin-2-yl)methyl)-6-cyclopropylimidazo[1,2-a]pyridin-8-yl)-3-methyl-imidazolidine-2,4-dione NC=1C=2C(N=CN1)=NN(C2)CC=2N=C1N(C=C(C=C1N1C(N(C(C1)=O)C)=O)C1CC1)C2